OC1=CC=C(CS(=O)(=O)O)C=C1 para-hydroxytoluenesulfonic acid